(S)-1-(2-(4,4-difluoropiperidin-1-yl)-3-fluorophenyl)ethan-1-ol lanthanum strontium molybdenum [Mo].[Sr].[La].FC1(CCN(CC1)C1=C(C=CC=C1F)[C@H](C)O)F